ClC1=C(C(=CC=C1)Cl)N1CC(C1)C1=CC(=C(CN2C(CC(CC2)C(=O)O)(C)C)C(=C1)C)C (4-(1-(2,6-dichlorophenyl)azetidin-3-yl)-2,6-dimethylbenzyl)-2,2-dimethylpiperidine-4-carboxylic acid